[7-[5-(1-ethylpropoxy)-2-pyridyl]-5,5-dimethyl-6H-pyrrolo[2,3-d]pyrimidin-2-yl]methanol C(C)C(CC)OC=1C=CC(=NC1)N1CC(C2=C1N=C(N=C2)CO)(C)C